2-(2-oxopyrrolidin-1-yl)acetamide O=C1N(CCC1)CC(=O)N